6-Chloro-4-[(2S,5R)-2,5-dimethyl-4-prop-2-enoyl-piperazin-1-yl]-7-(2-fluorophenyl)-1-(4-isopropyl-1-methyl-6-oxo-pyrimidin-5-yl)pyrido[2,3-d]pyrimidin-2-one ClC1=CC2=C(N(C(N=C2N2[C@H](CN([C@@H](C2)C)C(C=C)=O)C)=O)C2=C(N=CN(C2=O)C)C(C)C)N=C1C1=C(C=CC=C1)F